NC1=C(C=C(C=C1)C1=CC=C(C=C1)F)NC(C1=CC=C(C=C1)S(=O)(=O)C=1C=NC=CC1O)=O N-[2-amino-5-(4-fluorophenyl)phenyl]-4-[(4-hydroxy-3-pyridyl)sulfonyl]benzamide